1-(8,9-difluoro-6-oxo-1,4,5,6-tetrahydro-2H-pyrano[3,4-c]isoquinolin-1-yl)-1-methyl-3-(1-(trifluoromethyl)cyclopropyl)urea FC=1C(=CC=2C3=C(NC(C2C1)=O)COCC3N(C(=O)NC3(CC3)C(F)(F)F)C)F